ClC1=C(C=CC=C1)C=1OC2=C(C(=CC(=C2C(C1)=O)O)OP(=O)(OCC)N[C@@H](C)C(=O)OCC)[C@@H]1[C@@H](CN(CC1)C)O Ethyl (((2-(2-chlorophenyl)-5-hydroxy-8-((3S,4R)-3-hydroxy-1-methylpiperidin-4-yl)-4-oxo-4H-chromen-7-yl)oxy)(ethoxy)phosphoryl)-L-alaninate